1-(4-hydroxy-6-methoxypyrimidine-5-yl)ethane-1-one OC1=NC=NC(=C1C(C)=O)OC